C(C1=CC=CC=C1)(=O)N1N=C(C(=C1OCC1=CC=C(C=C1)F)OC)C1C(CC(N(C1)C(=O)N1CC(CC1)O)=O)C 5-{1-benzoyl-5-[(4-fluorophenyl)methoxy]-4-methoxy-1H-pyrazol-3-yl}-1-(3-hydroxypyrrolidine-1-carbonyl)-4-methylpiperidin-2-one